[(biphenylyl)(dimethylfluorenyl)triazineyl](phenyldibenzothiophene) C1(=C(C=CC=C1)C1=C(C(=NN=N1)C1=C(C2=C(SC3=C2C=CC=C3)C=C1)C1=CC=CC=C1)C1=C(C(=CC=3C2=CC=CC=C2CC13)C)C)C1=CC=CC=C1